ethyl p-methoxybenzoate COC1=CC=C(C(=O)OCC)C=C1